C(=O)(OCC1=CC=CC=C1)C(CCC[C@H](N)C(=O)O)N ε-Cbzlysine